FC=1C=2N(C=CC1)N=C(C2)C2N(CCC1=C2N=CN1C1OCCCC1)C1=CC=C(N=N1)C(=O)OC methyl 6-[4-(4-fluoropyrazolo[1,5-a]pyridin-2-yl)-1-tetrahydropyran-2-yl-6,7-dihydro-4H-imidazo[4,5-c]pyridin-5-yl]pyridazine-3-carboxylate